Dioxocyclopentane O=C1C(CCC1)=O